vinyl-carbon C(=C)[C]